C1(CCCC1)N1C2=NC(=NC=C2N=C1NC1=CC=CC=C1)NC1=CC=C(C=C1)N1CCN(CC1)CC1=CC(=C(C=C1)C1C(NC(CC1)=O)=O)F 3-(4-((4-(4-((9-cyclopentyl-8-(phenylamino)-9H-purin-2-yl)amino)phenyl)piperazin-1-yl)methyl)-2-fluorophenyl)piperidine-2,6-dione